C(C)(=O)NC=1C=C(C=CC1)N1N=C(C=CC1=O)C(=O)N[C@H](C)C1=CC(=CC=C1)C(CO)(F)F 1-(3-acetamidophenyl)-N-[(1R)-1-[3-(1,1-difluoro-2-hydroxyethyl)phenyl]ethyl]-6-oxo-pyridazine-3-carboxamide